C1=C(C=CC=2C3=CC=CC=C3CC12)NC1=CC=2CC3=CC=CC=C3C2C=C1 bis-2-fluorenyl-amine